FC1=C(C=CC=C1)C=1C=C(C(=NC1)[N+](=O)[O-])OC(C(=O)O)C 2-((5-(2-fluorophenyl)-2-nitropyridin-3-yl)oxy)propionic acid